C1(CC1)S(=O)(=O)N1C[C@H](CCC1)NCC1=CC(=C(C(=C1)O)N1CC(NS1(=O)=O)=O)F 5-[4-[[[(3S)-1-cyclopropylsulfonyl-3-piperidyl]amino]methyl]-2-fluoro-6-hydroxyphenyl]-1,1-dioxo-1,2,5-thiadiazolidin-3-one